NC1=C(C(=NC(=N1)C1=CC(=C(C=C1)Br)F)C(=O)O)OC 6-amino-2-(4-bromo-3-fluorophenyl)-5-methoxypyrimidine-4-carboxylic acid